(S)-4-(3-(1-(2-oxobutynyl)pyrrolidin-2-yl)imidazo[1,5-a]pyrazin-1-yl)-N-(2-fluoro-3-methoxyphenyl)benzamide O=C(CN1[C@@H](CCC1)C1=NC(=C2N1C=CN=C2)C2=CC=C(C(=O)NC1=C(C(=CC=C1)OC)F)C=C2)C#C